aluminum(III) fluoride [F-].[Al+3].[F-].[F-]